3-[5-[1-(2,2-Dimethoxyethyl)-4-piperidyl]-3-methyl-2-oxo-benzimidazol-1-yl]piperidine-2,6-dione COC(CN1CCC(CC1)C1=CC2=C(N(C(N2C)=O)C2C(NC(CC2)=O)=O)C=C1)OC